(4,7-Difluoro-1H-indol-2-yl)(4,6,7,8-tetrahydro-1-methylpyrazolo[4,3-c]azepin-5(1H)-yl)methanone FC1=C2C=C(NC2=C(C=C1)F)C(=O)N1CC2=C(CCC1)N(N=C2)C